bis-m-cresol phosphoramidite chloride [Cl-].P([O-])([O-])N.C1=C(C=CC=C1O)C.C1=C(C=CC=C1O)C